4-(cyclohexylamino)-2-((2-methoxy-4-(1-methyl-1H-pyrazol-5-yl)phenyl)amino)-7H-pyrrolo[2,3-d]pyrimidine-5-carbonitrile C1(CCCCC1)NC=1C2=C(N=C(N1)NC1=C(C=C(C=C1)C1=CC=NN1C)OC)NC=C2C#N